BrC=1C=C(C(=O)O)C=CC1S(=O)(=O)C 3-bromo-4-(methylsulfonyl)benzoic acid